ClC1=C(OC=2N=NC(=CC2C(=O)NC2=CC(=CC=C2)S(=O)(=N)C)C(F)(F)F)C=CC=C1F 3-(2-chloro-3-fluorophenoxy)-N-(3-(S-methylsulfonimidoyl)phenyl)-6-(trifluoromethyl)pyridazine-4-carboxamide